3-cyano-4-[(1-methylpyrrolidin-3-yl)methoxy]benzoyl chloride C(#N)C=1C=C(C(=O)Cl)C=CC1OCC1CN(CC1)C